N-(5-(2-chloropyrimidin-4-yl)-4-(4-fluorophenyl)thiazol-2-yl)acetamide ClC1=NC=CC(=N1)C1=C(N=C(S1)NC(C)=O)C1=CC=C(C=C1)F